C(C1=CC=CC=C1)OC(=O)NCC1CCN(CC1)CC1CCN(CC1)C(=O)OC(C)(C)C tertiary butyl 4-((4-((((benzyloxy)carbonyl)amino)methyl)piperidin-1-yl)methyl)piperidin-1-carboxylate